n-Octyl-Phosphoric Acid C(CCCCCCC)OP(O)(O)=O